BrC=1C=CC(=C(CN2S(C3=C(O[C@@H](C2)CC)C=CC=C3)(=O)=O)C1)C (R)-2-(5-bromo-2-methylbenzyl)-4-ethyl-3,4-dihydro-2H-benzo[b][1,4,5]oxathiazepine 1,1-dioxide